FC1=CC=C(C=C1)N1N=CC2=CC(=C(C=C12)C)C1(CN(CC1)S(=O)(=O)C)CC#C 1-(4-fluorophenyl)-6-methyl-5-(1-(methylsulfonyl)-3-(prop-2-yn-1-yl)pyrrolidin-3-yl)-1H-indazole